[NH4+].FC(S(=O)(=O)OCC1=CC=CC=C1)(F)F benzyl trifluoromethanesulfonate ammonium salt